7-chloro-N-(6-cyclopropyl-5-fluoro-2-methoxy-3-pyridyl)imidazo[1,2-a]pyridine-3-sulfonamide ClC1=CC=2N(C=C1)C(=CN2)S(=O)(=O)NC=2C(=NC(=C(C2)F)C2CC2)OC